N-[(2-amino-3-cyanoquinolin-7-yl)methyl]-N-(2-methanesulfonylphenyl)acetamide NC1=NC2=CC(=CC=C2C=C1C#N)CN(C(C)=O)C1=C(C=CC=C1)S(=O)(=O)C